1,3-dihydro-3-oxo-5-sulfo-2H-indol O=C1CNC2=CC=C(C=C12)S(=O)(=O)O